NC1CC(CCC1)N(C(=O)C12CC(C1)(C2)C(=O)NC=2C=NNC2)C N1-(3-aminocyclohex-yl)-N1-methyl-N3-(1H-pyrazol-4-yl)bicyclo-[1.1.1]pentane-1,3-dicarboxamide